(3S,4S)-4-{[5-(2,4-difluoro-phenyl)-isoxazole-3-carbonyl]-amino}-1-((1R,2R)-2-hydroxy-cyclohexyl)-piperidine-3-carboxylic acid ((1R)-1-pyridin-2-yl-ethyl)-amide N1=C(C=CC=C1)[C@@H](C)NC(=O)[C@H]1CN(CC[C@@H]1NC(=O)C1=NOC(=C1)C1=C(C=C(C=C1)F)F)[C@H]1[C@@H](CCCC1)O